O=C1C=2C=C(C=CC2C2=C1N=C(N=C2)C(F)(F)F)C(=O)NCC#C 9-oxo-N-(prop-2-yn-1-yl)-2-(trifluoromethyl)-9H-indeno[2,1-d]pyrimidine-7-carboxamide